N[C@H](C1CCN(CC1)C(=O)[C@@H]1OCC[C@@H]1OC(C1=CC=CC=C1)=O)C1=C(C=C(C(=C1)Cl)Cl)O.FC=1C=C(C=CC1)CC1=CN=C(S1)NC(=O)[C@@H]1NCCC1 (2R)-N-[5-[(3-fluorophenyl)methyl]thiazol-2-yl]pyrrolidine-2-carboxamide (2R,3S)-2-[4-[(R)-amino(4,5-dichloro-2-hydroxyphenyl)methyl]piperidine-1-carbonyl]oxolan-3-yl-benzoate